octahydro-2,5-methanopentalen C1C2CC3CC(CC13)C2